9,9-bis(4-hydroxy-2,6-dimethylphenyl)fluorene OC1=CC(=C(C(=C1)C)C1(C2=CC=CC=C2C=2C=CC=CC12)C1=C(C=C(C=C1C)O)C)C